5-phenylpenta-2,4-dienoic acid methyl ester COC(C=CC=CC1=CC=CC=C1)=O